[2H]C([C@@H]1CN(CCO1)C1=CC=C(N=N1)C1=C(C=C(C=C1C)C(F)(F)F)O)(O)[2H] 2-[6-[(2S)-2-[dideuterio(hydroxy)methyl]morpholin-4-yl]pyridazin-3-yl]-3-methyl-5-(trifluoromethyl)phenol